N-(2-(4-fluorophenyl)-1,1-dioxido-3,4-dihydro-2H-benzo[b][1,4,5]oxathiazepin-8-yl)-5-methyloxazole-4-carboxamide FC1=CC=C(C=C1)N1S(C2=C(OCC1)C=CC(=C2)NC(=O)C=2N=COC2C)(=O)=O